Octanen C=CCCCCCC